OC1=CC=C(C=C1)NC(\C=C/C(=O)O)=O N-p-hydroxyphenylmaleamic acid